NC([C@@](CO)(C)NC(=O)C1=C(OC2=C1C=C(C=C2)CC2CCOCC2)C)=O (S)-N-(1-amino-3-hydroxy-2-methyl-1-oxopropan-2-yl)-2-methyl-5-((tetrahydro-2H-pyran-4-yl)methyl)benzofuran-3-carboxamide